N-methoxy-N-methyl-1,7-naphthyridine-6-carboxamide CON(C(=O)C=1C=C2C=CC=NC2=CN1)C